5-methyladamantane CC12CC3CC(CC(C1)C3)C2